[(2R,3R,4R,5S,6S)-5-Acetamido-3,4-diacetyloxy-6-[4-[(Z)-3-phenylprop-2-enoyl]phenoxy]oxan-2-yl]methyl acetate C(C)(=O)OC[C@H]1O[C@H]([C@H]([C@H]([C@H]1OC(C)=O)OC(C)=O)NC(C)=O)OC1=CC=C(C=C1)C(\C=C/C1=CC=CC=C1)=O